Benzyl ((S)-(5-((((S)-2-amino-3,3,3-trifluoropropyl)amino)methyl)oxazolo[4,5-b]pyridin-2-yl)(4,4-difluorocyclohexyl)methyl)carbamate N[C@@H](CNCC1=CC=C2C(=N1)N=C(O2)[C@H](C2CCC(CC2)(F)F)NC(OCC2=CC=CC=C2)=O)C(F)(F)F